CC(C)N(C(=O)N[C@@H](C(=O)O)CCN(CCCCC1=NC=2NCCCC2C=C1)CCOCCC)C(C)C (2R)-2-[bis(1-methylethyl)carbamoylamino]-4-[2-propoxyethyl-[4-(5,6,7,8-tetrahydro-1,8-naphthyridin-2-yl)butyl]amino]butanoic acid